COC1=NC=C(C=N1)[C@@H](CC(=O)O)N1N=C(C=C1)CCCC1=NC=2NCCCC2C=C1 |r| (±)-3-(2-Methoxypyrimidin-5-yl)-3-(3-(3-(5,6,7,8-tetrahydro-1,8-naphthyridin-2-yl)propyl)-1H-pyrazol-1-yl)propanoic acid